NCCNC(=O)C1=CC2=C(N3C(S2)=NC(=C3)C3=CC=C(C=C3)C)C=C1 N-(2-aminoethyl)-2-(p-tolyl)benzo[d]imidazo[2,1-b]thiazole-7-carboxamide